4-nitro-2,6-pyridinedicarboxylic acid [N+](=O)([O-])C1=CC(=NC(=C1)C(=O)O)C(=O)O